CN1N=NC2=C1C=CC(=C2)C2=NN(C(=C2)C2=CC=C(C=C2)C)CC2=CC=C(C(=O)NO)C=C2 4-{[3-(1-methyl-1H-benzo[d][1,2,3]triazol-5-yl)-5-(4-methylphenyl)-1H-pyrazol-1-yl]methyl}-N-hydroxybenzamide